tert-butyl ((1-(5-((4-(bis(4-methoxybenzyl)amino)-2-(heptan-4-ylamino) imidazo[2,1-f][1,2,4]triazin-7-yl)(hydroxy)methyl)-3-methylpyridin-2-yl)piperidin-4-yl)methyl)(methyl)carbamate COC1=CC=C(CN(C2=NC(=NN3C2=NC=C3C(C=3C=C(C(=NC3)N3CCC(CC3)CN(C(OC(C)(C)C)=O)C)C)O)NC(CCC)CCC)CC3=CC=C(C=C3)OC)C=C1